6-chloro-3-[[(1R)-1-(3-chloro-2-ethylsulfanyl-6-methyl-4-oxo-benzopyran-8-yl)ethyl]amino]pyridine-2-carboxylic acid tert-butyl ester C(C)(C)(C)OC(=O)C1=NC(=CC=C1N[C@H](C)C1=CC(=CC=2C(C(=C(OC21)SCC)Cl)=O)C)Cl